ClCC1CO1 2-(chloromethyl)-ethylene oxide